C(C)(C)(C)C1=CC=C(C=C)C=C1 (E)-4-tert-butylstyrene